(S)-4-(3-(1-acryloylazetidin-3-yl)-1,2,3,4,4a,5-hexahydrobenzo[b]pyrazino[1,2-d][1,4]oxazine-8-yl)-6-(1-(methyl-d3)-1H-pyrazol-4-yl)pyrazolo[1,5-a]pyridine-3-carbonitrile C(C=C)(=O)N1CC(C1)N1C[C@@H]2N(C3=C(OC2)C=C(C=C3)C=3C=2N(C=C(C3)C=3C=NN(C3)C([2H])([2H])[2H])N=CC2C#N)CC1